C(C)(C)(C)OC(CCCNCCCC(OC(CCCCCCC)CCCCCCC)=O)=O 4-((4-oxo-4-(pentadec-8-yloxy)butyl)amino)butanoic acid tert-butyl ester